C1=CC(=CC2=CC=CC=C12)C(O)=N 3-naphthoic acid imide